4-[3-(difluoromethyl)-5-methyl-pyrazol-1-yl]benzonitrile FC(C1=NN(C(=C1)C)C1=CC=C(C#N)C=C1)F